(2S,3S,5R)-3-[(tert-butyldimethylsilyl)oxy]-5-(5-fluoro-2-oxo-3,4-dihydropyrimidin-1-yl)oxolane-2-carbaldehyde [Si](C)(C)(C(C)(C)C)O[C@@H]1[C@H](O[C@H](C1)N1C(NCC(=C1)F)=O)C=O